N1N=NN=C1C(CC)N (1H-tetrazol-5-yl)propan-1-amine